2,2'-(ethylenedisulfonyl)diacetic anhydride C1CS(=O)(=O)CC(=O)OC(CS1(=O)=O)=O